CN1C=NC=N1 3-methyl-1,3,4-triazole